O=C(OCC1=CC=CC=C1)NCCOCCOCCN1C2CN(C(C1)C2)C(=O)OC(C)(C)C tert-butyl 5-(3-oxo-1-phenyl-2,7,10-trioxa-4-azadodecan-12-yl)-2,5-diazabicyclo[2.2.1]heptane-2-carboxylate